CC1=C(NC2=CC=C(C=C12)CN)C=1C(=NC=CC1)C (3-methyl-2-(2-methylpyridin-3-yl)-1H-indol-5-yl)methylamine